bis[4-(vinyloxy)butyl] isophthalate C(C1=CC(C(=O)OCCCCOC=C)=CC=C1)(=O)OCCCCOC=C